3-(2-propenyl)salicylhydroxamic acid C(C=C)C1=C(C(C(=O)NO)=CC=C1)O